O=C1NC(CCC1N1C(C2=CC=C(C=C2C1=O)N1CC2CCC(C1)N2)=O)=O 3-(2-(2,6-dioxopiperidin-3-yl)-1,3-dioxoisoindoline-5-yl)-3,8-diazabicyclo[3.2.1]octane